C(C)(C)(C)[In]C(C)(C)C di-tert-butylindium